1-{7-acetyl-1-oxa-2,7-diazaspiro[4.4]non-2-ene-3-carbonyl}-4-fluoro-N-{phenyl-[4-(prop-2-yl)phenyl]methyl}pyrrolidine-2-carboxamide C(C)(=O)N1CC2(CC(=NO2)C(=O)N2C(CC(C2)F)C(=O)NC(C2=CC=C(C=C2)C(C)C)C2=CC=CC=C2)CC1